fluoro-N-(5-((4-ethylpiperazin-1-yl)methyl)pyridin-2-yl)-4-(1-isopropyl-1H-pyrazol-4-yl)pyrimidin-2-amine FC=1C(=NC(=NC1)NC1=NC=C(C=C1)CN1CCN(CC1)CC)C=1C=NN(C1)C(C)C